FC(S(=O)(=O)OC=1C=2N(C=CC1)C=CN2)(F)F imidazo[1,2-a]pyridin-8-yl trifluoromethanesulfonate